8-(4-Chloro-3-fluoro-2-methylphenyl)-9-(4-((1-(3-fluoropropyl)azetidin-3-yliden)methyl)phenyl)-6,7-dihydro-5H-benzo[7]annulen ClC1=C(C(=C(C=C1)C=1CCCC2=C(C1C1=CC=C(C=C1)C=C1CN(C1)CCCF)C=CC=C2)C)F